FC1=CC(=NC=C1)C(=O)O 4-FLUOROPYRIDINE-2-CARBOXYLIC ACID